tert-butyl (7-hydroxyhept-1-en-4-yl)azanecarboxylate OCCCC(CC=C)NC(=O)OC(C)(C)C